C(C)(=O)OC1CN(CCC1)C([C@@H](C)O)=O 1-[(2R)-2-hydroxypropanoyl]piperidin-3-yl acetate